CC1=C(C(=CC=C1)C)NS(=O)(=O)C=1C=C(C=NC1OC)NC(C1=CC(=CC=C1)C1=CC=NN1C)=O N-(5-(N-(2,6-dimethylphenyl)sulfamoyl)-6-methoxypyridin-3-yl)-3-(1-methyl-1H-pyrazol-5-yl)benzamide